5-(4-(5-bromo-2-fluoropyridin-3-yl)-1H-imidazol-1-yl)-N-cyclopropyl-2-fluoro-4-methylbenzamide BrC=1C=C(C(=NC1)F)C=1N=CN(C1)C=1C(=CC(=C(C(=O)NC2CC2)C1)F)C